CN1C(CC(C1)CNC)=O 1-methyl-4-(methylaminomethyl)pyrrolidin-2-one